O[C@H]1C[C@@H]2[C@]3(CCCC[C@H]3CC[C@H]2[C@@H]2CC[C@H]([C@@H](CCC)C)[C@@]12C)C 12α-hydroxy-5β-cholane